O[C@H](CCNC(=O)C1CC2=CN(N=C2CC1)C)CN1CC(CC1)C1=CC(=CC=C1)C(F)(F)F N-((3R)-3-Hydroxy-4-(3-(3-(trifluoromethyl)phenyl)pyrrolidin-1-yl)butyl)-2-methyl-4,5,6,7-tetrahydro-2H-indazole-5-carboxamide